tert-butyl 3-fluoro-5-[1-hydroxy-1-(oxan-4-yl)propyl]benzoate FC=1C=C(C(=O)OC(C)(C)C)C=C(C1)C(CC)(C1CCOCC1)O